ClC1=C(C(=O)NC(C(=O)O)CCN(CCCCC2=NC=3NCCCC3C=C2)CC(C)OC)C(=CC=C1)F 2-[(2-chloro-6-fluoro-benzoyl)amino]-4-[[2-methoxypropyl]-[4-(5,6,7,8-tetrahydro-1,8-naphthyridin-2-yl)butyl]amino]butanoic acid